tert-Butyl (3-cyano-7-fluoro-4-(5-fluoro-3-((2S,3S)-2-methyl-3-(piperidin-1-yl)pyrrolidin-1-yl)-7,9-dihydrofuro[3,4-f]quinazolin-6-yl)thieno[3,2-c]pyridin-2-yl)carbamate C(#N)C1=C(SC2=C1C(=NC=C2F)C=2C1=C(C=3C=NC(=NC3C2F)N2[C@H]([C@H](CC2)N2CCCCC2)C)COC1)NC(OC(C)(C)C)=O